CN1C2=C(C3=C1C(N(N=C3)CC3=C(SC=C3)C(=O)OC)=O)CCN(C2)S(=O)(=O)C methyl 3-((5-methyl-7-(methylsulfonyl)-4-oxo-4,5,6,7,8,9-hexahydro-3H-pyrido[4',3':4,5]pyrrolo[2,3-d]pyridazin-3-yl)methyl)thiophene-2-carboxylate